C1(=CC=C(C=C1)OP(=O)(OC1=CC=C(C=C1)C)[O-])C di-p-tolyl-phosphate